(1S,2S)-1-(3-fluorophenyl)-2-(hydroxymethyl)cyclopropanecarboxylic acid FC=1C=C(C=CC1)[C@]1([C@H](C1)CO)C(=O)O